3-(2-{5-[(7R)-7-amino-2-azabicyclo[2.2.1]heptane-2-carbonyl]-7-methoxy-1-methyl-1H-1,3-benzodiazol-2-yl}-1-(cyclopropylmethyl)-1H-pyrrolo[2,3-b]pyridin-6-yl)-4-methylphenol N[C@H]1C2N(CC1CC2)C(=O)C2=CC1=C(N(C(=N1)C1=CC=3C(=NC(=CC3)C=3C=C(C=CC3C)O)N1CC1CC1)C)C(=C2)OC